FC(CC1=C(C=CC=C1F)C1OCCO1)F (2-(2,2-difluoroethyl)-3-fluorophenyl)-1,3-dioxolane